O=C1NC(CCC1N1C(C2=CC=C(C=C2C1=O)N([C@H]1[C@H](CCC1)N1CCCCC1)C)=O)=O 2-(2,6-dioxopiperidin-3-yl)-5-(methyl((1R,2S)-2-(piperidin-1-yl)cyclopentyl)amino)isoindoline-1,3-dione